4-((2-(2,6-dioxopiperidin-3-yl)-1,3-dioxoisoindolin-5-yl)methyl)piperazin O=C1NC(CCC1N1C(C2=CC=C(C=C2C1=O)CN1CCNCC1)=O)=O